N-(2-(2-methoxypyrimidin-4-yl)-1-methyl-1H-pyrrolo[3,2-c]pyridin-6-yl)bicyclo[4.1.0]heptane-7-carboxamide COC1=NC=CC(=N1)C1=CC=2C=NC(=CC2N1C)NC(=O)C1C2CCCCC12